N-(benzo[d]thiazol-6-yl)-2-(8-isopropyl-5-oxothieno[3',2':4,5]pyrrolo[1,2-d][1,2,4]triazin-6(5H)-yl)acetamide S1C=NC2=C1C=C(C=C2)NC(CN2N=C(N1C(C2=O)=CC2=C1SC=C2)C(C)C)=O